N-[(6-Amino-2-pyridyl)sulfonyl]-2-[(2S,5R)-2,5-dimethylpyrrolidin-1-yl]-6-[6-(isobutylamino)-3-pyridyl]pyridin-3-carboxamid NC1=CC=CC(=N1)S(=O)(=O)NC(=O)C=1C(=NC(=CC1)C=1C=NC(=CC1)NCC(C)C)N1[C@H](CC[C@H]1C)C